N1(CCC1)C1=CC=C2C3(CC=4C(=NOC4C2=C1)NS(=O)(=O)C1=C(C=C(C=C1OC)C(=O)N1[C@@H]2CN([C@H](C1)C2)C)OC)CC3 N-(8'-(azetidin-1-yl)-4'H-spiro[cyclopropane-1,5'-naphtho[2,1-d]isoxazol]-3'-yl)-2,6-dimethoxy-4-((1S,4S)-5-methyl-2,5-diazabicyclo[2.2.1]heptane-2-carbonyl)benzenesulfonamide